COC1=CC2=C(N=C(S2)C=2C=CC(=NC2)N2CC(CCC2)O)C=C1 1-[5-(6-methoxy-1,3-benzothiazol-2-yl)pyridin-2-yl]piperidin-3-ol